C1=CNC=2C=CC3=C(C12)C=CC=C3 Benzo[e]indole